2-[6-amino-5-[8-(5-bromopyrimidin-2-yl)-3,8-diazabicyclo[3.2.1]-octan-3-yl]pyridazin-3-yl]phenol NC1=C(C=C(N=N1)C1=C(C=CC=C1)O)N1CC2CCC(C1)N2C2=NC=C(C=N2)Br